CN1C2=C(N(CC[C@@H](C1=O)NC1=C(C#N)C(=CC(=N1)C)C(F)(F)F)CC=O)C=CC=C2 (S)-2-((1-methyl-2-oxo-6-(2-oxoethyl)-1,2,3,4,5,6-hexahydrobenzo[b][1,4]diazocin-3-yl)amino)-6-methyl-4-(trifluoromethyl)nicotinonitrile